OC1=C(C(N(C=C1C)C)=O)NC(N[C@@H](CC(=O)O)C=1C=C(C=CC1)C1=CC(=CC=C1)C)=O (S)-3-(3-(4-hydroxy-1,5-dimethyl-2-oxo-1,2-dihydropyridin-3-yl)ureido)-3-(3'-methylbiphenyl-3-yl)propionic acid